3-[[4-(3-pyridyl)-2-pyrimidyl]amino]benzamide N1=CC(=CC=C1)C1=NC(=NC=C1)NC=1C=C(C(=O)N)C=CC1